3,9-diazapentadecanoamide C(CNCCCCCNCCCCCC)(=O)N